C1(=CC=CC=C1)C=1SC2=C(N1)C=C(C=C2)C(=O)OC methyl 2-phenylbenzo[d]thiazole-5-carboxylate